N-(4-([1,2,4]triazolo[1,5-c]pyrimidin-7-yloxy)-3-methylphenyl)-5-((3,3-difluoro-1-(methyl-d3)piperidin-4-yl)oxy)-6-methoxyquinazolin-4-amine N=1C=NN2C=NC(=CC21)OC2=C(C=C(C=C2)NC2=NC=NC1=CC=C(C(=C21)OC2C(CN(CC2)C([2H])([2H])[2H])(F)F)OC)C